BrC1=CC2=C(OC3=C2C=CC=C3Cl)C=C1C1=CC=CC=C1 2-Bromo-6-chloro-3-phenyldibenzo[b,d]furan